ClC1=C(C(=CC=2N(C(=NC21)CO)C)C)C2=CC=CN1C(=CC=C21)C(=O)C2=CC(=C(C(=C2)F)C(C(=O)N)=CCNC2CCC(CC2)OC)F 4-(8-(4-chloro-2-(hydroxymethyl)-1,6-dimethyl-1H-benzo[d]imidazol-5-yl)indolizine-3-carbonyl)-2,6-difluorophenyl-4-(((1r,4r)-4-methoxycyclohexyl)amino)but-2-enamide